OCCC(C(C#N)C1=CC=CC=C1)C1=C(C=CC=C1)C 5-hydroxy-2-phenyl-3-(o-tolyl)valeronitrile